NC=1C=CC(=NC1)C=1N=NN(C1NC(O[C@H](CF)C1=CC=CC=C1)=O)C (S)-2-fluoro-1-phenylethyl (4-(5-aminopyridin-2-yl)-1-methyl-1H-1,2,3-triazol-5-yl)carbamate